3,3'-(ethane-1,2-diylbis(5-carbamoyl-1H-benzo[d]imidazole-1,2-diyl))bis(4-bromo-7-fluorobenzo[b]thiophene-2-carboxylic acid) C(CN1C(=NC2=C1C=CC(=C2)C(N)=O)C=2C1=C(SC2C(=O)O)C(=CC=C1Br)F)N1C(=NC2=C1C=CC(=C2)C(N)=O)C=2C1=C(SC2C(=O)O)C(=CC=C1Br)F